OC1=CC=C(C=C1)C1=CC(=NN1)N 5-(4-hydroxyphenyl)-1H-pyrazol-3-amine